benzyl (3S)-3-(benzyloxymethyl)-2-oxa-5-azabicyclo[4.1.0]heptane-5-carboxylate C(C1=CC=CC=C1)OC[C@H]1OC2CC2N(C1)C(=O)OCC1=CC=CC=C1